1-Butyl-4-propylpiperidinium cyanid [C-]#N.C(CCC)[NH+]1CCC(CC1)CCC